2-methylphenyl-nickel bromide CC1=C(C=CC=C1)[Ni]Br